ClC1=CC=C2C(=N1)CCN(C2)C2COC2 2-chloro-6-(oxetane-3-yl)-5,6,7,8-tetrahydropyrido[4,3-b]pyridine